C(C=C)(=O)N1CC2(C1)CC(C2)N2N=C(C(=C2C)C2=C1C=NNC1=CC(=C2Cl)C)C2=CC=C(C(=O)NCCOC)C=C2 4-(1-(2-Acryloyl-2-azaspiro[3.3]heptan-6-yl)-4-(5-chloro-6-methyl-1H-indazol-4-yl)-5-methyl-1H-pyrazol-3-yl)-N-(2-methoxyethyl)benzamide